methyl 2-(7-chloro-2,2-difluoro-3-oxo-6-(perfluorophenyl)-2,3-dihydro-4H-benzo[b][1,4]oxazin-4-yl)acetate ClC=1C(=CC2=C(OC(C(N2CC(=O)OC)=O)(F)F)C1)C1=C(C(=C(C(=C1F)F)F)F)F